3'-O-acetyl-2'-deoxyuridine C(C)(=O)O[C@H]1C[C@@H](O[C@@H]1CO)N1C(=O)NC(=O)C=C1